C1(CC1)[C@@H]1N(CCN(C1)C=1C=CC=2N=CN=C(C2N1)NC1=C(C(=C(C=C1)OC1=CC2=C(N(N=N2)C)C(=C1)F)C)F)C(C=C)=O (S)-1-(2-cyclopropyl-4-(4-((2-fluoro-4-((7-fluoro-1-methyl-1H-benzo[d][1,2,3]triazol-5-yl)oxy)-3-methylphenyl)amino)pyrido[3,2-d]pyrimidin-6-yl)piperazin-1-yl)prop-2-en-1-one